N-(2-prop-2-ynoxyethyl)benzenesulfonamide C(C#C)OCCNS(=O)(=O)C1=CC=CC=C1